C[Bi](=O)(C)C trimethyl-λ5-bismuthanone